tert-Butyl (2R,4S)-2-((3-hydroxy-2-(methoxycarbonyl)-5-methylphenoxy)methyl)-4-((2-oxo-1,2,3,4-tetrahydroquinolin-7-yl)oxy)pyrrolidin-1-carboxylate OC=1C(=C(OC[C@@H]2N(C[C@H](C2)OC2=CC=C3CCC(NC3=C2)=O)C(=O)OC(C)(C)C)C=C(C1)C)C(=O)OC